FC=1C(=CC=2C3=C(N(C2C1)CC1=CC=C(C=C1)P(OC1=CC=CC=C1)(OC1=CC=CC=C1)=O)C=CC=N3)OC diphenyl (4-((7-fluoro-8-methoxy-5H-pyrido[3,2-b]indol-5-yl)methyl)phenyl)phosphonate